tert-butyl (S)-6-(ethylamino)-7-(4-fluorobenzyl)-2-methyl-2,3-dihydro-1H-pyrido[2,3-b][1,4]oxazine-1-carboxylate C(C)NC=1C(=CC2=C(OC[C@@H](N2C(=O)OC(C)(C)C)C)N1)CC1=CC=C(C=C1)F